C#C r-ethyne